ethyl (1R,3R,3aS,6aS)-4,6-dioxo-3,3a,5-triphenyloctahydropyrrolo[3,4-c]pyrrole-1-carboxylate O=C1[C@@]2([C@H](C(N1C1=CC=CC=C1)=O)[C@@H](N[C@@H]2C2=CC=CC=C2)C(=O)OCC)C2=CC=CC=C2